N-(2-methoxybenzoyl)-4-[(methyl-aminocarbonyl)amino]benzenesulfonamide Methyl-4-(2-((tert-butoxycarbonyl)(4-formyl-3-(methoxycarbonyl)benzyl)amino)ethyl)-2-formylbenzoate COC(C1=C(C=C(C=C1)CCN(CC1=CC(=C(C=C1)C=O)C(=O)OC)C(=O)OC(C)(C)C)C=O)=O.COC1=C(C(=O)NS(=O)(=O)C2=CC=C(C=C2)NC(=O)NC)C=CC=C1